3-NITROPROPANAL [N+](=O)([O-])CCC=O